The molecule is a hydroxyflavan that is 3,4-dihydro-2H-chromene which is substituted at positions 3, 5, and 7 by hydroxy groups, and at position 2 by a 3,4,5-trihydroxyphenyl group. It is a hydroxyflavan, a secondary alcohol and a polyphenol. C1C(C(OC2=CC(=CC(=C21)O)O)C3=CC(=C(C(=C3)O)O)O)O